manganese(II) trifluoromethanesulphonate FC(S(=O)(=O)[O-])(F)F.[Mn+2].FC(S(=O)(=O)[O-])(F)F